N5-(6-Ethoxy-2-(3-(3-(3-methylmorpholino)propoxy)phenyl)quinazolin-4-yl)pyridine-2,5-diamine C(C)OC=1C=C2C(=NC(=NC2=CC1)C1=CC(=CC=C1)OCCCN1C(COCC1)C)NC=1C=CC(=NC1)N